COC=1C=C2NC=3CC(CC(C3C(C2=CC1)=O)=O)C=1N=CSC1 6-methoxy-3-(thiazol-4-yl)-3,4-dihydroacridine-1,9(2H,10H)-dione